Cl[Si](CC)(CC)CC chlorotriethyl-silane